NC(C)C1=CC(=CS1)C1=C(CN(C(OC(C)(C)C)=O)C)C=CC=C1 tert-butyl (2-(5-(1-aminoethyl)thiophen-3-yl)benzyl)(methyl)carbamate